(2S,3S)-2-[(2S)-2-amino-5-[(4,5-dihydro-1H-imidazol-2-yl)amino]pentanamido]-N,3-dimethyl-pentanamide trifluoroacetate FC(C(=O)O)(F)F.N[C@H](C(=O)N[C@H](C(=O)NC)[C@H](CC)C)CCCNC=1NCCN1